5-Phenylamino-2-[3-(triethoxysilyl)propyl]-2H-tetrazol C1(=CC=CC=C1)NC=1N=NN(N1)CCC[Si](OCC)(OCC)OCC